FC(C1=CC=C(C=C1)/C=C/C(=O)NCC(=O)N1CC=2N(C[C@@H]1C(=O)O)N=CC2)(F)F (6R)-5-[2-[[(E)-3-[4-(trifluoromethyl)phenyl]prop-2-enoyl]amino]acetyl]-6,7-dihydro-4H-pyrazolo[1,5-a]pyrazine-6-carboxylic acid